C(C=C)ONC(C1=C(C(=C(C(=C1)CC1=C(C(=NC=C1)NS(=O)(=O)NCC)F)F)F)NC1=C(C=C(C=C1)I)F)=O N-(allyloxy)-5-((2-((N-ethylaminosulfonyl)amino)-3-fluoropyridin-4-yl)methyl)-3,4-difluoro-2-((2-fluoro-4-iodophenyl)amino)benzamide